1-(2-methylpyrazol-3-yl)methanamine CN1N=CC=C1CN